methyl 3-hydroxy-3-methyl-cyclobutanecarboxylate OC1(CC(C1)C(=O)OC)C